C(CC1=CC=CC=C1)SC(CC1=CC=CC=C1)OC(C(=O)OC1CC2CCC(C1)[N+]21CCCC1)(C1=CC=CC=C1)C1=CC=CC=C1 3-(2-(1-(phenethylthio)-2-phenylethoxy)-2,2-diphenylacetoxy)spiro[bicyclo[3.2.1]octane-8,1'-pyrrolidin]-8-ium